5-(1-(8-azabicyclo[3.2.1]oct-3-yl)piperidin-4-yl)-4-fluoro-1-methyl-2-(4-(methylsulfonyl)phenyl)-1H-benzo[d]imidazole dihydrochloride Cl.Cl.C12CC(CC(CC1)N2)N2CCC(CC2)C2=C(C1=C(N(C(=N1)C1=CC=C(C=C1)S(=O)(=O)C)C)C=C2)F